C(C)(C)(C)OC(COC1=C(SC(=C1Cl)C1=CC(=CC=C1)NC1CC(N(CC1)S(=O)(=O)CC1=C(C(=CC=C1)[N+](=O)[O-])F)(C)C)C(=O)OC(C)(C)C)=O tert-butyl 3-(2-tert-butoxy-2-oxo-ethoxy)-4-chloro-5-[3-[[1-[(2-fluoro-3-nitro-phenyl)methylsulfonyl]-2,2-dimethyl-4-piperidyl]amino]phenyl]thiophene-2-carboxylate